C(=C)(C)C1=CC(=NC2=C(N=CC=C12)C1=NNC=C1)N1CCOCC1 4-isopropenyl-2-(morpholin-4-yl)-8-(1H-pyrazol-3-yl)-[1,7]naphthyridine